Cl.Cl.N1C(NC2=NC=CC=C21)=O 1,3-dihydroimidazo[4,5-b]Pyridin-2-one dihydrochloride